tert-Butyl (2-(3-((2-(4-methoxyphenyl)quinolin-4-yl)amino)propyl)octahydrocyclopenta[c]pyrrol-4-yl)carbamate COC1=CC=C(C=C1)C1=NC2=CC=CC=C2C(=C1)NCCCN1CC2C(C1)C(CC2)NC(OC(C)(C)C)=O